3-(2,4-dimethoxybenzyl)-1-(5-(((2S,4R)-2-methylpiperidin-4-yl)methyl)pyrazolo[1,5-a]pyridin-3-yl)dihydropyrimidine-2,4(1H,3H)-dione COC1=C(CN2C(N(CCC2=O)C=2C=NN3C2C=C(C=C3)C[C@H]3C[C@@H](NCC3)C)=O)C=CC(=C1)OC